C(C)(C)(C)OC(=O)N1OCC[C@H]1C1=NC(=CN=C1)OC.FC(C(=O)O)(F)F trifluoroacetic acid Tert-butyl-(3S)-3-(6-methoxypyrazin-2-yl)isoxazolidine-2-carboxylate